(S)-1-(2-(2-aminoacetamido)-6-fluorobenzyl)-3,4-dimethyl-2-oxo-N-(2,4,6-trifluorobenzyl)-1,2,3,4-tetrahydroquinazoline-7-carboxamide dihydrochloride Cl.Cl.NCC(=O)NC1=C(CN2C(N([C@H](C3=CC=C(C=C23)C(=O)NCC2=C(C=C(C=C2F)F)F)C)C)=O)C(=CC=C1)F